cis-Tetracos-15-enoic acid C(CCCCCCCCCCCCC\C=C/CCCCCCCC)(=O)O